S(=O)(=O)(C1=CC=C(C)C=C1)N1C(=CC=C1)C1(CCC1)O 1-(1-tosyl-1H-pyrrol-2-yl)cyclobutan-1-ol